2-methoxy-6-(4,4,5,5-tetramethyl-1,3,2-dioxaborolan-2-yl)-1,5-naphthyridine COC1=NC2=CC=C(N=C2C=C1)B1OC(C(O1)(C)C)(C)C